ethyl (2R,3S)-3-hydroxy-2-((3-methylbenzamido) methyl)-3-phenylpropionate O[C@@H]([C@H](C(=O)OCC)CNC(C1=CC(=CC=C1)C)=O)C1=CC=CC=C1